(R)-2-((2-(trityloxy)ethoxy)methyl)oxirane C(C1=CC=CC=C1)(C1=CC=CC=C1)(C1=CC=CC=C1)OCCOC[C@@H]1OC1